BrC=1C=C(C=C2CCC(C12)=O)O 7-bromo-5-hydroxy-2,3-dihydro-1H-inden-1-one